3,5-dichloro-N-cyclopentadecyl-2-hydroxybenzamide ClC=1C(=C(C(=O)NC2CCCCCCCCCCCCCC2)C=C(C1)Cl)O